5-(1-(4-Methoxybenzyl)-1H-pyrazol-4-yl)-6'-(((1S,3S)-3-((6-methyl-1,2,4-triazin-3-yl)amino)cyclopentyl)amino)-2H-[1,3'-bipyridin]-2-one COC1=CC=C(CN2N=CC(=C2)C=2C=CC(N(C2)C=2C=NC(=CC2)N[C@@H]2C[C@H](CC2)NC=2N=NC(=CN2)C)=O)C=C1